C1(=CC=CC=C1)C1=CC=CC=2C3=C(SC21)C(=CC=C3)C3=NC(=NC(=N3)C3=CC=2C(C1=CC=CC=C1C2C=C3)(C)C)C3=CC=CC=C3 2-(6-phenyldibenzothiophene-4-yl)-4-(9,9-dimethylfluoren-2-yl)-6-phenyl-1,3,5-triazine